(2R)-2-Amino-4-methyl-N-[6-methyl-5-(2-methyl-1H-pyrrolo[2,3-b]pyridin-4-yl)-2-pyridyl]pentanamide N[C@@H](C(=O)NC1=NC(=C(C=C1)C1=C2C(=NC=C1)NC(=C2)C)C)CC(C)C